NC1=NN2C(OC3=C(C2=O)C(=CC=C3)Cl)=C1C1=CC=C(C=C1)N1CCN(CC1)C(=O)OC(C)(C)C tert-butyl 4-(4-(2-amino-8-chloro-9-oxo-9H-benzo[e]pyrazolo[5,1-b][1,3]oxazin-3-yl)phenyl)piperazine-1-carboxylate